(R)-1-[(S)-2-diphenylphosphinoferrocenyl]ethyl-diphenylphosphine C1(=CC=CC=C1)P(C=1[C-](C=CC1)[C@@H](C)P(C1=CC=CC=C1)C1=CC=CC=C1)C1=CC=CC=C1.[CH-]1C=CC=C1.[Fe+2]